N1CC(C1)CC(=O)NC=1C=C(C(=NC1)C)NC(=O)C=1C=NN2C1SC(=C2)C2=C1N(N=C2)CCC1 N-(5-(2-(azetidin-3-yl)acetamido)-2-methylpyridin-3-yl)-2-(5,6-dihydro-4H-pyrrolo[1,2-b]pyrazol-3-yl)pyrazolo[5,1-b]thiazole-7-carboxamide